FC1(CC(C1)(C(=O)NC=1C=NC(=NC1)C=1C=NN(C1NC(O[C@H](C)C=1C(=NC=C(C1)F)F)=O)C)C)F (R)-1-(2,5-difluoropyridin-3-yl)ethyl (4-(5-(3,3-difluoro-1-methylcyclobutane-1-carboxamido)pyrimidin-2-yl)-1-methyl-1H-pyrazol-5-yl)carbamate